tert-butyl 8-[4-[(9S)-9-(2-methoxyethyl)-4,5,13-trimethyl-3-thia-1,8,11,12-tetrazatricyclo[8.3.0.02,6]trideca-2(6),4,7,10,12-pentaen-7-yl]phenyl]-2-azaspiro[4.5]decane-2-carboxylate COCC[C@@H]1N=C(C=2C(=C(SC2N2C(=NN=C12)C)C)C)C1=CC=C(C=C1)C1CCC2(CCN(C2)C(=O)OC(C)(C)C)CC1